methylpropan-1,1,2-d3-2-amine CC(C(C)(N)[2H])([2H])[2H]